1-(3-(trifluoromethyl)benzoyl)-D-prolinamide FC(C=1C=C(C(=O)N2[C@H](CCC2)C(=O)N)C=CC1)(F)F